C(C1=CC=CC=C1)(C1=CC=CC=C1)N1[C@H]2CN([C@@H](C1)C2)C(=O)C=2C=C1CN(C(C1=CC2)=O)C2C(NC(CC2)=O)=O 3-(5-((1r,4r)-5-benzhydryl-2,5-diazabicyclo[2.2.1]heptane-2-carbonyl)-1-oxoisoindolin-2-yl)piperidine-2,6-dione